C(C)(C)(C)OC(N(C)C)N(C)C tert-butyloxybis(dimethylamino)methane